2-oxo-5-((tetrahydro-2H-pyran-4-yl)oxy)-6-(trifluoromethyl)-1,2-dihydropyridine-3-carboxamide O=C1NC(=C(C=C1C(=O)N)OC1CCOCC1)C(F)(F)F